N-(3-bromo-1-(2-(1,1-difluoroethyl)pyrimidin-4-yl)-1H-pyrrolo[3,2-C]pyridin-6-yl)acetamide BrC1=CN(C2=C1C=NC(=C2)NC(C)=O)C2=NC(=NC=C2)C(C)(F)F